2-[4-[(6-fluoro-1,3-benzothiazol-2-yl)oxy]phenoxy]acetic acid FC1=CC2=C(N=C(S2)OC2=CC=C(OCC(=O)O)C=C2)C=C1